N1(N=NC2=C1C=CC=C2)O[P+](N2CCCC2)(N2CCCC2)N2CCCC2 (benzotriazole-1-yloxy)tripyrrolidinophosphonium